7-(2,3-dichloro-6-hydroxyphenyl)tetrahydro-imidazo[1,5-a]pyridine-1,3(2H,5H)-dione ClC1=C(C(=CC=C1Cl)O)C1CC2N(CC1)C(NC2=O)=O